FC(OC=1C=C(C=CC1)C1=CC=NN1)(F)F 5-[3-(trifluoromethoxy)phenyl]-1H-pyrazol